BrC=1C(=C2C(=CNC2=CC1)[NH3+])Cl 5-bromo-4-chloro-3-indolyl-ammonium